1-hydroxyisoindoline-2-carboxylate OC1N(CC2=CC=CC=C12)C(=O)[O-]